1-(4-(2-(4-bromophenyl)propan-2-yl)thiazol-2-yl)-3-(2-chloro-4-(piperazin-1-yl)benzyl)urea BrC1=CC=C(C=C1)C(C)(C)C=1N=C(SC1)NC(=O)NCC1=C(C=C(C=C1)N1CCNCC1)Cl